N-α-chloroacetyl-leucine ClCC(=O)N[C@@H](CC(C)C)C(=O)O